C(C)(C)(C)OC(=O)N1C[C@@H](CC1)CNC=1C=CC=C2C(=NN(C12)C)C=1C(=NC(=CC1)OCC1=CC=CC=C1)OCC1=CC=CC=C1 tert-butyl-(S)-3-(((3-(2,6-bis(benzyloxy)pyridin-3-yl)-1-methyl-1H-indazol-7-yl)amino)methyl)pyrrolidine-1-carboxylate